Beryllium tungsten [W].[Be]